C(C1=CC=CC=C1)(=O)CCC(=O)O β-benzoyl-propionic acid